FC1=CC=C(C=N1)C1=C(N(C2=NC=C(C=C21)C2=CC=C(CN1CC(CCC1)O)C=C2)S(=O)(=O)C2=CC=C(C)C=C2)COC 1-(4-(3-(6-fluoropyridin-3-yl)-2-(methoxymethyl)-1-tosyl-1H-pyrrolo[2,3-b]pyridin-5-yl)benzyl)piperidin-3-ol